FC1=CC=C(OC=2C=CC(=NC2)NC([C@H](C)N2CC(N(CC2)C(C2=CN=C(C(=C2)CN2CCOCC2)OC)=O)(C)C)=O)C=C1 (S)-N-(5-(4-fluorophenoxy)pyridin-2-yl)-2-(4-(6-methoxy-5-(morpholinomethyl)nicotinoyl)-3,3-dimethylpiperazin-1-yl)propanamide